CN[C@H](CC(=O)[O-])C(=O)[O-] Anti-n-Methyl-D-aspartat